ClC1=CC=CC=2OC(OC(C21)C)=S 5-chloro-4-methyl-4H-1,3-benzodioxin-2-thione